FC=1C=C(C2=C(C(=C(O2)C(C(F)F)NC(OC2=CC=CC=C2)=O)C)C1)F phenyl N-[1-(5,7-difluoro-3-methyl-1-benzofuran-2-yl)-2,2-difluoroethyl]carbamate